CC=CC(=O)O beta-methylacrylic acid